L-4-(N-[2,4-diamino-6-pteridinylmethyl]amino)benzoic acid sodium salt [Na+].NC1=NC2=NC=C(N=C2C(=N1)N)CNC1=CC=C(C(=O)[O-])C=C1